C(C)(C)(C)OC(=O)N1C[C@H]2CN(C[C@@H]2C1)C(C1=CN=C(C(=C1)C1CC1)Cl)=O (3aR,6aR)-5-(6-chloro-5-cyclopropyl-nicotinoyl)hexahydropyrrolo[3,4-c]Pyrrole-2(1H)-carboxylic acid tert-butyl ester